C1(=C(C(=C(C(=C1F)F)F)F)F)C(=O)Cl The molecule is the acid chloride of pentafluorobenzoic acid. It is a sensitive derivatising reagent for the analysis of amines, amides and phenols by electron capture gas chromatography. It has a role as a chromatographic reagent. It is an acyl chloride and a perfluorinated compound. It derives from a pentafluorobenzoic acid.